4-(3-(4-fluorophenyl)-1-(3-((triisopropylsilyl)oxy)propyl)-1H-pyrazol-4-yl)-6-phenylfuro[2,3-d]pyrimidine FC1=CC=C(C=C1)C1=NN(C=C1C=1C2=C(N=CN1)OC(=C2)C2=CC=CC=C2)CCCO[Si](C(C)C)(C(C)C)C(C)C